C1(CC1)C1=CC(=NN1)C1(NC(=NC2=CC=CC=C12)NC=1C=C2C(=NC1)NC=C2)N 4-(5-cyclopropyl-1H-pyrazol-3-yl)-N2-(1H-pyrrolo[2,3-b]pyridin-5-yl)quinazoline-2,4-diamine